ClC=1C(=CC2=C(N=C(N=C2N[C@H](C)C2=C(C(=CC=C2)C(F)(F)F)C)C)N1)C1CCS(CC1)(=O)=O (R)-4-(7-chloro-2-methyl-4-((1-(2-methyl-3-(trifluoromethyl)phenyl)ethyl)amino)pyrido[2,3-d]pyrimidin-6-yl)tetrahydro-2H-thiopyran 1,1-dioxide